(2-(5-(1-((7-bromo-4-(trifluoromethyl)phthalazin-1-yl)amino)ethyl)thiophen-2-yl)benzyl)(methyl)carbamate BrC1=CC=C2C(=NN=C(C2=C1)NC(C)C1=CC=C(S1)C1=C(COC(NC)=O)C=CC=C1)C(F)(F)F